FC1=C(C=C(C=C1)NC(=O)C1=C(N(C(=C1C)C(C(=O)N[C@@H]1[C@H](CC2=CC=CC=C12)O)=O)C)C)C N-(4-fluoro-3-methylphenyl)-5-(2-(((1S,2S)-2-hydroxy-2,3-dihydro-1H-inden-1-yl)amino)-2-oxoacetyl)-1,2,4-trimethyl-1H-pyrrole-3-carboxamide